5-(aminomethyl)-4-methylpyridin-2-amine NCC=1C(=CC(=NC1)N)C